C(CCCCCCCCC)(=O)OCC(O)CO Monoglyceryl decanoate